C(C=C)C1=CC=C(C=C1)C1=CC=CC2=CC=CC=C12 4-allyl-(1-naphthyl)benzene